4-amino-2-methyl-valeric acid NC(CC(C(=O)O)C)C